2-[4-((2-hydroxy-3-octyloxypropyl)oxy)-2-hydroxyphenyl]-4,6-bis(2,4-dimethylphenyl)-1,3,5-triazine OC(COC1=CC(=C(C=C1)C1=NC(=NC(=N1)C1=C(C=C(C=C1)C)C)C1=C(C=C(C=C1)C)C)O)COCCCCCCCC